FC1=CC=C(C=C1)N1N=C(N=C1C1=CC=C(C=C1)C(C)C)C(=O)O (4-fluorophenyl)-5-(4-isopropylphenyl)-1H-1,2,4-triazole-3-carboxylic acid